CC1=C(C=CC=C1C)N1C(C=2C(C1=O)=CC=CC2)=O N-(2,3-dimethylphenyl)phthalimide